N[C@@H](CC1=CNC2=CC=CC=C12)CO L-Tryptophanol